NC=1C=2N(C3=C(N1)C=NC(=C3)C(=O)N([C@@H]3COC1=C3C=NC(=C1)C(F)(F)F)C)C=NC2 (S)-4-amino-N-methyl-N-(6-(trifluoromethyl)-2,3-dihydrofuro[3,2-c]pyridin-3-yl)imidazo[1,5-a]pyrido[3,4-e]pyrazine-8-carboxamide